tert-butyl (3S)-4-(6-amino-5-nitropyridin-2-yl)-3-(hydroxymethyl)piperazine-1-carboxylate NC1=C(C=CC(=N1)N1[C@@H](CN(CC1)C(=O)OC(C)(C)C)CO)[N+](=O)[O-]